C1(=CC=CC=C1)C1=NN=C(O1)C=1C(=NC=C(C1)C=1C=NN(C1)C1CCNCC1)N 3-(5-phenyl-1,3,4-Oxadiazol-2-yl)-5-(1-(piperidin-4-yl)-1H-pyrazol-4-yl)pyridin-2-amine